5-chloro-3-(thiazol-5-yl)thieno[3,2-b]pyridine ClC1=CC=C2C(=N1)C(=CS2)C2=CN=CS2